FC1=CC=C(C=C1)N1CCN(CC1)S(=O)(=O)Cl 4-(4-fluorophenyl)piperazine-1-sulfonyl chloride